NCC(CN1N=CN(C1=O)C1=NC(=CC=C1)C=1C=NC(=CC1)N(C)C)=C(F)F 2-[2-(aminomethyl)-3,3-difluoro-allyl]-4-[6-[6-(dimethylamino)-3-pyridyl]-2-pyridyl]-1,2,4-triazol-3-one